(1R,6S)-2,2,6-trimethyl-N-(2-thiophenylethyl)cyclohexane-1-carboxamide CC1([C@@H]([C@H](CCC1)C)C(=O)NCCC=1SC=CC1)C